methyl 2-(3-hydroxyazetidin-1-yl)pyridine-4-carboxylate OC1CN(C1)C1=NC=CC(=C1)C(=O)OC